(S)-N-(4-(((2-(3-Hydroxypiperidin-1-yl)-8-isopropylpyrazolo[1,5-a][1,3,5]triazin-4-yl)amino)methyl)phenyl)acetamide O[C@@H]1CN(CCC1)C1=NC=2N(C(=N1)NCC1=CC=C(C=C1)NC(C)=O)N=CC2C(C)C